8-[(1R)-1-anilinoethyl]-2-[(2S,6R)-2,6-dimethylmorpholin-4-yl]-6-methyl-chromen-4-one N(C1=CC=CC=C1)[C@H](C)C=1C=C(C=C2C(C=C(OC12)N1C[C@@H](O[C@@H](C1)C)C)=O)C